(3S)-3-(4-Chloro-3-{[(2R,3R)-2-(4-chlorophenyl)-4,4,4-trifluoro-3-methylbutanoyl]amino}phenyl)-3-cyclopropylpropanoat ClC1=C(C=C(C=C1)[C@@H](CC(=O)[O-])C1CC1)NC([C@H]([C@H](C(F)(F)F)C)C1=CC=C(C=C1)Cl)=O